(2S,3R)-1-(azetidin-1-yl)-2-(((2S,3R,4S,5R,6R)-3,5-dihydroxy-6-(hydroxymethyl)-4-(4-(3,4,5-trifluorophenyl)-1H-1,2,3-triazol-1-yl)tetrahydro-2H-pyran-2-yl)thio)-3-hydroxypentan-1-one N1(CCC1)C([C@H]([C@@H](CC)O)S[C@@H]1O[C@@H]([C@@H]([C@@H]([C@H]1O)N1N=NC(=C1)C1=CC(=C(C(=C1)F)F)F)O)CO)=O